IC1=NN(C=C1)C(C(=O)OCC)(C(=O)OCC)C diethyl 2-(3-iodo-1H-pyrazol-1-yl)-2-methylmalonate